methyl rac-(2R,3S,4S,5R)-3-(3,4-difluoro-2-hydroxy-phenyl)-4,5-dimethyl-5-(trifluoromethyl)tetrahydrofuran-2-carboxylate FC=1C(=C(C=CC1F)[C@H]1[C@@H](O[C@]([C@H]1C)(C(F)(F)F)C)C(=O)OC)O |r|